tert-butyl (1R,3s,5S)-3-(3-chloro-4-(2-(3,5-dimethyl-1H-pyrazolo[4,3-d]pyrimidin-1-yl) cyclopropyl)-N-methylbenzamido)-8-azabicyclo[3.2.1]octane-8-carboxylate ClC=1C=C(C(=O)N(C)C2C[C@H]3CC[C@@H](C2)N3C(=O)OC(C)(C)C)C=CC1C1C(C1)N1N=C(C=3N=C(N=CC31)C)C